(S)-3-((tert-butyloxycarbonyl)(isopropyl)amino)-2-(4-chlorophenyl)propionic acid C(C)(C)(C)OC(=O)N(C[C@@H](C(=O)O)C1=CC=C(C=C1)Cl)C(C)C